1'H,3'H-spiro[piperidine-4,2'-pyrrolizine]-1'-one C1(C2(CN3C=CC=C13)CCNCC2)=O